4-((S)-1-((S)-1-((1-((3-chloropyridin-4-yl)methyl)-1H-imidazol-4-yl)amino)-1-oxopropan-2-yl)-4,4-difluoropiperidin-3-yl)pyridine 1-oxide ClC=1C=NC=CC1CN1C=NC(=C1)NC([C@H](C)N1C[C@@H](C(CC1)(F)F)C1=CC=[N+](C=C1)[O-])=O